(R)-5-(2-(dimethylamino)ethoxy)-N-(1-(3-(1-(methoxymethyl)-1H-pyrazol-3-yl)-5-(1-methyl-1H-pyrazol-4-yl)phenyl)ethyl)-2-methylbenzamide CN(CCOC=1C=CC(=C(C(=O)N[C@H](C)C2=CC(=CC(=C2)C=2C=NN(C2)C)C2=NN(C=C2)COC)C1)C)C